ClC(CC(C)(C)C)CC(=O)[O-] 1-chloro-3,3-dimethylbutylacetate